C(C)(C)(C)C1C2C=CC(C1)C2 5-(tert-butyl)-bicyclo[2.2.1]Hept-2-ene